Triglycine thioglycolate C(CS)(=O)O.NCC(=O)O.NCC(=O)O.NCC(=O)O